C(C)(C)(C)OC(NCC1=NC=C(C=C1)C1=C(C=CC=C1F)F)=O ((5-(2,6-difluorophenyl)pyridin-2-yl)methyl)carbamic acid tert-butyl ester